C1=CC=CC=2C3=CC=CC=C3C(C12)COC(=O)N[C@@H](CC(=O)O)COC(C)(C)C (S)-3-((((9H-fluoren-9-yl)methoxy)carbonyl)amino)-4-(tert-butoxy)butanoic acid